C(C)OC(=O)C1=CC=2C3=C(NN=C3C=CC2S1)COCC[Si](C)(C)C (2-(trimethylsilyl)ethoxy)methyl-2H-thieno[3,2-e]indazole-7-carboxylic acid ethyl ester